2-oxo-2-[(2R,5S)-5-methyl-2-(6-methyl-3-pyridyl)-1-piperidyl]acetamide O=C(C(=O)N)N1[C@H](CC[C@@H](C1)C)C=1C=NC(=CC1)C